3-[(3-chloro-2-methoxyphenyl)amino]-2-(pyridin-4-yl)-5H,6H,7H-pyrazolo[1,5-a]pyrazin-4-one ClC=1C(=C(C=CC1)NC=1C(=NN2C1C(NCC2)=O)C2=CC=NC=C2)OC